C(C)N(CC)[Si](C(F)(F)F)(C(F)(F)F)N(CC)CC bis-diethylamino-bis-trifluoromethyl-silane